C1=CC=CC=2C3=CC=CC=C3C(C12)COC(=O)N([C@H](C(=O)O)CC1=C(C=CC=C1)OC(F)(F)F)C (2S)-2-[9H-fluoren-9-ylmethoxycarbonyl(methyl)amino]-3-[2-(trifluoromethoxy)phenyl]propanoic acid